[N+](=O)([O-])C1=CC=C(OC2=CC3=CC(=CC=C3C=C2)OC2=CC=C(C=C2)[N+](=O)[O-])C=C1 2,7-bis(4-nitrophenoxy)naphthalene